Ethyltrimethoxysilan C(C)[Si](OC)(OC)OC